C1=C(C=C(C=C1Br)Br)Cl 3,5-dibromochlorobenzene